[3-[(1-tert-butoxycarbonyl-4-piperidyl)oxy]cyclobutyl]piperazine C(C)(C)(C)OC(=O)N1CCC(CC1)OC1CC(C1)N1CCNCC1